BrC1=CC=2N=CN=CC2N=C1 7-bromopyridino[3,2-d]pyrimidine